3-(dodecylthio)-1-(6-ethyl-2,6-dimethyl-cyclohex-3-en-1-yl)butan-1-one C(CCCCCCCCCCC)SC(CC(=O)C1C(C=CCC1(C)CC)C)C